hexadecenedioic acid C(CCCCCCC(=O)O)CCCCC/C=C/C(=O)O